6-{[(3-ethoxypropyl)carbamoyl]amino}-4-methoxy-1,3-benzothiazol C(C)OCCCNC(=O)NC1=CC2=C(N=CS2)C(=C1)OC